α-formylmethionine C(=O)[C@](N)(CCSC)C(=O)O